phosphinyloxytetrahydrothiophene-1,1-dioxide [PH2](=O)OC1S(CCC1)(=O)=O